hexyl octanoate (hexyl octanoate) C(CCCCC)C(C(=O)O)CCCCCC.C(CCCCCCC)(=O)OCCCCCC